C(CCCCCC(C)C)(=O)S(=O)(=O)[O-] isononanoyl-sulfonate